P(=O)(OC[N+]1=C(C(=CC=C1)C1=CC(=NO1)CC=1C=NC(=CC1)OC1=CC(=CC=C1)F)N)(O)[O-] (2-amino-3-(3-((6-(3-fluorophenoxy)pyridin-3-yl)methyl)isoxazol-5-yl)pyridin-1-ium-1-yl)methyl hydrogen phosphate